COC(=O)C1=C/C(/CC1)=N/O.ClC1=CC=C(OC2=CC=C3C(CCOC3=C2OC)=O)C=C1 7-(4-chlorophenoxy)-8-methoxychroman-4-one methyl-(1E,3E)-3-hydroxyimino-1-cyclopentenoate